FC1=NC=CC=C1C=1C=C2C(=CNC2=CC1)C(=O)NC1=CC=C2CCC(NC2=C1)C(C(F)(F)F)=O 5-(2-Fluoropyridin-3-yl)-N-(2-(2,2,2-trifluoroacetyl)-1,2,3,4-tetrahydroquinolin-7-yl)-1H-indole-3-carboxamide